NC1=C(C=2C(=NC(=C3C2OC(=C3)C)C)N1C1=C(C(=CC=C1C)O)C)C(=O)N (S)-7-amino-6-(3-hydroxy-2,6-dimethylphenyl)-2,4-dimethylfuro[2,3-d]pyrrolo[2,3-b]pyridine-8-carboxamide